2,3-dichloro-5-methoxy-1,4-naphthoquinone ClC=1C(C2=CC=CC(=C2C(C1Cl)=O)OC)=O